O[C@@H](CC(=O)O)CCCCCCCCCCCCCCCCCCCCC 3-(R)-hydroxytetracosanoic acid